[(2S)-1-hydroxypropan-2-yl]pyrimidine-4-carboxamide OC[C@@H](C)C1=NC=CC(=N1)C(=O)N